C(C)(C)(C)N=P1(N(CCCN1C)C)N(CC)CC 2-tert.-butylimino-2-diethylamino-1,3-dimethyl-perhydro-1,3,2-diaza-phosphorin